C[C@@H]1N(CC1)C=1N=C(C2=C(N1)CCC2)C2=CC=C(C=C2)NC(C)=O N-[4-[2-[(2S)-2-methylazetidin-1-yl]-6,7-dihydro-5H-cyclopenta[d]pyrimidin-4-yl]phenyl]acetamide